C(CCC(=O)O)(=O)O.C(CCC(=O)O)(=O)O.ClC=1C=C(C2=C(OCO2)C1)CN1C[C@@H](CC1)CN (S)-(1-((6-chlorobenzo[d][1,3]dioxol-4-yl)methyl)pyrrolidin-3-yl)methanamine disuccinate